Cl.N[C@H](C(=O)NC1=C(C=C(C=C1)SCC1=CC=CC=C1)C)CC1=CC=CC=C1 (S)-2-amino-N-(4-(benzylthio)-2-methylphenyl)-3-phenylpropionamide hydrochloride